ClC1=CC(=CC(=N1)N=S(=O)(C)C)C1=NC=CC=C1C ((6'-chloro-3-methyl-[2,4'-bipyridyl]-2'-yl)imino)dimethyl-λ6-sulfanone